bis(3,5-di-t-butylphenyl)methanone C(C)(C)(C)C=1C=C(C=C(C1)C(C)(C)C)C(=O)C1=CC(=CC(=C1)C(C)(C)C)C(C)(C)C